Trans-N-(3-aminopropyl)-4-[difluoro-[6-methyl-2-[4-[4-[(4R)-4-amino-2-oxo-pyrrolidin-1-yl]phenyl]sulfonylpiperazin-1-yl]pyrimidin-4-yl]methyl]cyclohexanecarboxamide NCCCNC(=O)[C@@H]1CC[C@H](CC1)C(C1=NC(=NC(=C1)C)N1CCN(CC1)S(=O)(=O)C1=CC=C(C=C1)N1C(C[C@H](C1)N)=O)(F)F